[2-(6-Fluoro-4-methoxy-2-methyl-indol-1-yl)-ethyl]-[6-(4-pyridin-2-yl-phenyl)-pyrimidin-4-yl]-amine FC1=CC(=C2C=C(N(C2=C1)CCNC1=NC=NC(=C1)C1=CC=C(C=C1)C1=NC=CC=C1)C)OC